Kalium hydroxid [OH-].[K+]